O=C1N(C[C@@H](C1)CCC)[C@@H](C(=O)N)CC (R)-2-((R)-2-oxo-4-propyl-pyrrolidine-1-yl)butyramide